3-(5-((2-cyanobenzyl)-amino)-2-methyl-4-oxoquinazolin-3(4H)-yl)piperidine-2,6-dione C(#N)C1=C(CNC2=C3C(N(C(=NC3=CC=C2)C)C2C(NC(CC2)=O)=O)=O)C=CC=C1